ferric oxide calcium fluoride [F-].[Ca].[O-2].[Fe+3]